(4-methylpiperidin-1-yl) acetate C(C)(=O)ON1CCC(CC1)C